BrC1=C2C=CC=C(C2=CC=C1)NCCC(=O)O 3-((5-bromonaphthalen-1-yl)amino)propanoic acid